3-(tetrahydropyran-2-yloxymethyl)cyclobutanol O1C(CCCC1)OCC1CC(C1)O